trans-cyclohexylamine C1(CCCCC1)N